CN1N=CC(=C1)C=1N=CC=2N(C1)N=CC2C(=O)NC=2C(=NC=C(C2)NC(=O)[C@@H]2CN(CC2)C(C)C(C)C)C 6-(1-methyl-1H-pyrazol-4-yl)-N-(2-methyl-5-((3S)-1-(3-methylbutan-2-yl)pyrrolidine-3-carboxamido)pyridin-3-yl)pyrazolo[1,5-a]pyrazine-3-carboxamide